5-fluoro-N-phenyl-1H-indazol FC=1C=C2C=NN(C2=CC1)C1=CC=CC=C1